(1S,3aR,6aS)-N-((R)-4-hydroxy-3-oxo-1-((S)-2-oxopyrrolidin-3-yl)butan-2-yl)-2-(1H-indole-2-carbonyl)octahydrocyclopenta[c]pyrrole-1-carboxamide OCC([C@@H](C[C@H]1C(NCC1)=O)NC(=O)[C@H]1N(C[C@H]2[C@@H]1CCC2)C(=O)C=2NC1=CC=CC=C1C2)=O